tert-butyl-(4-(4-cyano-1H-imidazol-2-yl)phenyl)carbamate C(C)(C)(C)OC(NC1=CC=C(C=C1)C=1NC=C(N1)C#N)=O